14-([1-[5-chloro-4-([1-methyl-3-[(methylcarbamoyl) methoxy]-2-oxoquinolin-6-yl] amino) pyrimidin-2-yl] piperidin-4-yl] oxy)-3,6,9,12-tetraoxatetradecan-1-yl 4-methylbenzenesulfonate CC1=CC=C(C=C1)S(=O)(=O)OCCOCCOCCOCCOCCOC1CCN(CC1)C1=NC=C(C(=N1)NC=1C=C2C=C(C(N(C2=CC1)C)=O)OCC(NC)=O)Cl